(2-methoxyphenyl)(S)-2-((S)-2-cinnamamido-3-cyclohexylpropionamido)-3-((S)-2-oxopyrrolidin-3-yl)propane COC1=C(C=CC=C1)C[C@H](C[C@H]1C(NCC1)=O)NC([C@H](CC1CCCCC1)NC(C=CC1=CC=CC=C1)=O)=O